BrC=1C(=NC=CN1)C(=O)NNC(CCl)=O bromo-N'-(2-chloroacetyl)pyrazine-2-carbohydrazide